ClC=1C(=CC(=C(C1)C1CCN(CC1)CCC1=C2C(=NN(C2=CC=C1)C1C(NC(CC1)=O)=O)C)F)O 3-(4-(2-(4-(5-Chloro-2-fluoro-4-hydroxyphenyl)piperidin-1-yl)ethyl)-3-methyl-1H-indazol-1-yl)piperidine-2,6-dione